7-(difluoromethyl)-1-((cis)-3-hydroxy-3-methylcyclobutyl)-1H-benzo[d]imidazol-5-ol FC(C1=CC(=CC2=C1N(C=N2)C2CC(C2)(C)O)O)F